ClC=1C=C2C=NN(C2=CC1N1CCN(CC1)C1(COC1)C)C=1C=NN(C1)C12CC(C1)(C2)C(F)F 5-chloro-1-{1-[3-(difluoromethyl)bicyclo[1.1.1]pentan-1-yl]-1H-pyrazol-4-yl}-6-[4-(3-methyloxetan-3-yl)piperazin-1-yl]-1H-indazole